CN1C(=C(C=2C1=NC=CN2)C(=O)O)C2=C(C=CC=C2)C 5-methyl-6-(2-methylphenyl)pyrrolo[2,3-b]Pyrazine-7-carboxylic acid